C1NCC12CCN(CC2)C2=NC(=NC1=C(C(=C(C=C21)C=C)C2=C1C=NNC1=CC=C2C)OCC)OC2CCN(CC2)CC 4-(2,7-diazaspiro[3.5]non-7-yl)-8-ethoxy-2-[(1-ethylpiperidin-4-yl)oxy]-7-(5-methyl-1H-indazol-4-yl)-6-vinylquinazoline